phenyl chloro phosphate P(=O)(OC1=CC=CC=C1)(OCl)[O-]